2-{7-[(1s,2r,3r,5r)-2-fluoro-1,5-dimethyl-8-azabicyclo[3.2.1]oct-3-yl]-7H-pyrrolo[2,3-c]pyridazin-3-yl}-5-(1H-1,2,3-triazol-1-yl)phenol F[C@H]1[C@@]2(CC[C@](C[C@H]1N1C=CC3=C1N=NC(=C3)C3=C(C=C(C=C3)N3N=NC=C3)O)(N2)C)C